4-Chloro-3-(1,3-dioxolan-2-yl)-N-methylpyridin-2-amine ClC1=C(C(=NC=C1)NC)C1OCCO1